(2S,3S)-ethyl 3-((2-(6-fluoro-1-tosyl-1H-pyrrolo[2,3-b]pyridin-3-yl)-6-phenylpyrimidin-4-yl)amino)bicyclo[2.2.2]octane-2-carboxylate FC1=CC=C2C(=N1)N(C=C2C2=NC(=CC(=N2)N[C@@H]2[C@H](C1CCC2CC1)C(=O)OCC)C1=CC=CC=C1)S(=O)(=O)C1=CC=C(C)C=C1